[Si](C1=CC=CC=C1)(C1=CC=CC=C1)(C(C)(C)C)OCCCC[C@@H](C)OC1=NC(=CC=C1[S-])C (R)-2-((6-((tert-butyldiphenylsilyl)oxy)hexan-2-yl)oxy)-6-methylpyridine-3-thiolate